1-(3,3,3-trifluoropropyl)pyrazolo[3,4-c]pyridin-5-amine tert-Butyl-N-[1-(3,3,3-trifluoropropyl)pyrazolo[3,4-c]pyridin-5-yl]carbamate C(C)(C)(C)OC(NC=1C=C2C(=CN1)N(N=C2)CCC(F)(F)F)=O.FC(CCN2N=CC=1C2=CN=C(C1)N)(F)F